phenylchlorotriazine C1(=CC=CC=C1)C=1C(=NN=NC1)Cl